4-[1-(3,4-Difluoro-phenyl)-1H-[1,2,3]triazol-4-yl]-1-[2-(3-trifluoromethyl-phenyl)-ethyl]-piperidine FC=1C=C(C=CC1F)N1N=NC(=C1)C1CCN(CC1)CCC1=CC(=CC=C1)C(F)(F)F